NC=1C=C(C(=CC1)CO)B(O)O 3-amino-6-hydroxymethylphenylboronic acid